SCCCNC1=CC2=C(N=C(S2)CC#N)C=C1 6-((3-mercaptopropyl)amino)benzo[d]thiazole-2-acetonitrile